ClC1=NC=C(C=N1)OC1CC2(C1)CC(C2)C(=O)OC(C)(C)C tert-butyl 2-(2-chloropyrimidin-5-yl)oxyspiro[3.3]heptane-6-carboxylate